ClC=1C=C(C=CC1)C=1N=C(SC1)NC(C)=O N-(4-(3-chlorophenyl)thiazol-2-yl)acetamide